1-(4-(4-((2-(2,6-difluorophenyl)pyrazolo[1,5-a][1,3,5]triazin-4-yl)amino)phenyl)piperazin-1-yl)ethan-1-one FC1=C(C(=CC=C1)F)C1=NC=2N(C(=N1)NC1=CC=C(C=C1)N1CCN(CC1)C(C)=O)N=CC2